ClC1=NN2C(N=CC(=C2C(C)C)NC2=CC=C(C=C2)[C@@H](C(F)(F)F)N(C(=O)C2CCC(CC2)C(=O)OC)C)=N1 methyl (1S,4r)-4-(((S)-1-(4-((2-chloro-7-isopropyl-[1,2,4]triazolo[1,5-a]pyrimidin-6-yl)amino)phenyl)-2,2,2-trifluoroethyl)(methyl)carbamoyl)cyclohexane-1-carboxylate